CN1N=NC(=C1)N1CCN(CC1)CC=1NC2=CC=CC=C2C1 2-((4-(1-methyl-1H-1,2,3-triazol-4-yl)piperazin-1-yl)methyl)-1H-indole